ClCC(=O)N(C1=CC=C(C=C1)C1=CN=CO1)C(C(=O)NC1CCCCC1)C=1C=NC=NC1 2-chloro-N-(2-(cyclohexylamino)-2-oxo-1-(pyrimidin-5-yl)ethyl)-N-(4-(oxazol-5-yl)phenyl)acetamide